CC1=CC=C2OC=3C=C(C=CC3C(C2=C1)=O)C(=O)N1CCN(CC1)CC1=NC2=C(N1C[C@H]1OCC1)C=C(C=C2)C(=O)O (S)-2-((4-(7-Methyl-9-oxo-9H-xanthene-3-carbonyl)piperazin-1-yl)methyl)-1-(oxetan-2-ylmethyl)-1H-benzo[d]imidazole-6-carboxylic acid